CC(CC(=O)[O-])CCC=C(C)C 3,7-dimethyl-6-octenoate